tert-butyl (2S,4R)-4-azido-2-((methylsulfonyl)methyl)pyrrolidine-1-carboxylate N(=[N+]=[N-])[C@@H]1C[C@H](N(C1)C(=O)OC(C)(C)C)CS(=O)(=O)C